ClC1=NC=C(C(=C1)C1=CC(=NN1COCC[Si](C)(C)C)C(=O)N1C2(CC2)CC(CC1)C(=O)OC)F methyl 4-[5-(2-chloro-5-fluoropyridin-4-yl)-1-[[2-(trimethylsilyl)ethoxy]methyl]pyrazole-3-carbonyl]-4-azaspiro[2.5]octane-7-carboxylate